C(C)OC(CC=1C2=C(N=CN1)N(C=C2)S(=O)(=O)C2=CC=C(C)C=C2)=O (7-tosyl-7H-pyrrolo[2,3-d]pyrimidin-4-yl)acetic acid ethyl ester